C(C)OC1=NC=CC=C1CC#N 2-(2-ethoxypyridin-3-yl)acetonitrile